OCCCN1N=C2C=C(C(=CC2=C1)NC(C1=NC(=CC=C1)C(F)(F)F)=O)C(=O)OC Methyl 2-(3-hydroxypropyl)-5-(6-(trifluoromethyl)picolinamido)-2H-indazole-6-carboxylate